(3Z,6Z)-3,6-decadiene-10-ol CC\C=C/C\C=C/CCCO